C(C1=CC=CC=C1)(C1=CC=CC=C1)C1CCN(CC1)CCCC(=O)C1=CC=C(C=C1)C(C(=O)O)(C)C 2-(4-(4-(4-(benzhydryl)piperidine-1-yl)butyryl)phenyl)-2-methylpropanoic acid